F[C@H]1CN(CC[C@H]1NC=1C=2C=CN(C2C=CC1)CC(F)(F)F)C N-[(3S,4R)-3-fluoro-1-methylpiperidin-4-yl]-1-(2,2,2-trifluoroethyl)-1H-indol-4-amine